ClC=1C=C(OCC(=O)N2CC3(C2)C=C(C(C(C3)(C)C)=O)C#N)C=CC1 2-[(3-chlorophenoxy)acetyl]-8,8-dimethyl-7-oxo-2-azaspiro[3.5]non-5-ene-6-carbonitrile